cesium nitrate salt [N+](=O)([O-])[O-].[Cs+]